OCC1(CC=CCC1)CO 1,1-dihydroxymethyl-cyclohex-3-ene